24-ethyl-cholest-5,23-dien-3beta-ol C(C)C(C(C)C)=CC[C@@H](C)[C@H]1CC[C@H]2[C@@H]3CC=C4C[C@H](CC[C@]4(C)[C@H]3CC[C@]12C)O